FC1(CN(C1)[C@@H]1CC[C@H](CC1)NC(OCC1=CC=CC=C1)=O)F benzyl ((trans)-4-(3,3-difluoroazetidin-1-yl)cyclohexyl)carbamate